BrC1=CC=C(C=C1)N1CCN(CC1)C1CCN(CC1)C1=C(C=C(C(=C1)OC)[N+](=O)[O-])F 1-(4-Bromophenyl)-4-(1-(2-fluoro-5-methoxy-4-nitrophenyl)piperidin-4-yl)piperazine